4-(2-(but-2-ynoyl)-2,6-diazaspiro[3.4]octan-6-yl)-6-(5-methyl-1H-indazol-4-yl)-2-(pyridin-2-ylmethoxy)pyrimidine-5-carbonitrile C(C#CC)(=O)N1CC2(C1)CN(CC2)C2=NC(=NC(=C2C#N)C2=C1C=NNC1=CC=C2C)OCC2=NC=CC=C2